C1(CCCCC1)C1=NN(C(=C1O)C)C 3-Cyclohexyl-1,5-di-methyl-1H-pyrazol-4-ol